COC1=CC=C(CN2C(N(C(C3=C2C(OC(=C3)C)=O)=O)CC3=CC=C(C=C3)OC)=O)C=C1 1,3-bis(4-methoxybenzyl)-6-methyl-1H-pyrano[3,4-d]pyrimidine-2,4,8(3H)-trione